C1(CCCCC1)OC(=O)N[C@@H](CC(C)C)C(=O)OC methyl ((cyclohexyloxy)carbonyl)-L-leucinate